C(#N)C(C(=O)O)=NOC CYANO(METHOXYIMINO)ACETIC ACID